2-(2,4-Difluorophenyl)-1-(methyl-(4-(thiophen-2-ylethynyl)benzyl)amino)-3-(1H-1,2,4-triazol-1-yl)propan-2-ol FC1=C(C=CC(=C1)F)C(CN(CC1=CC=C(C=C1)C#CC=1SC=CC1)C)(CN1N=CN=C1)O